2-fluoro-5-((trimethylsilyl)ethynyl)pyridin-3-amine FC1=NC=C(C=C1N)C#C[Si](C)(C)C